ClC=1C=CC2=C(C(=NC(C(N2)=O)O)C2=C(C=CC=C2)Cl)C1 7-chloro-5-(2-chlorophenyl)-1,3-dihydro-3-hydroxy-2H-1,4-benzodiazepin-2-one